butylene succinate sebacate furanoate O1C(=CC=C1)C(=O)O.C(CCCCCCCCC(=O)O)(=O)O.C1(CCC(=O)OCCCCO1)=O